C(C)OCC1=C(C(=CC=C1)NC(=O)C1=CC2=C(N1C)C=CS2)COC2=CC=C(OC[C@H]1CN(CC1)C(=O)OC(C)(C)C)C=C2 tert-Butyl (3R)-3-[[4-[[2-(ethoxymethyl)-6-[(4-methylthieno[3,2-b]pyrrole-5-carbonyl)amino]phenyl]methoxy]phenoxy] methyl]pyrrolidine-1-carboxylate